FC=1C(=C(C(=O)OOC(C2=C(C(=CC=C2)F)F)=O)C=CC1)F difluorobenzoyl peroxide